FC1(CC(C1)CNC(=O)C=1C=NN2C1C=C(C=C2)C2=CNC=1N=C(N=CC12)N[C@@H]1C[C@@H](C1)OC)F N-((3,3-difluorocyclobutyl)methyl)-5-(2-((cis-3-methoxycyclobutyl)amino)-7H-pyrrolo[2,3-d]pyrimidin-5-yl)pyrazolo[1,5-a]pyridine-3-carboxamide